bis(isocyanato) ether N(=C=O)ON=C=O